(S)-3-(4-(6'-fluoro-2'-oxospiro[cyclopropane-1,3'-indoline]-1'-yl)phenyl)-2-(tritylamino)propionic acid methyl ester COC([C@H](CC1=CC=C(C=C1)N1C(C2(C3=CC=C(C=C13)F)CC2)=O)NC(C2=CC=CC=C2)(C2=CC=CC=C2)C2=CC=CC=C2)=O